ClC1=C2CCN([C@@H](C2=C(C(=C1)F)O)CN1C(CCC1)=O)C(=O)OC(C)(C)C tert-butyl (S)-5-chloro-7-fluoro-8-hydroxy-1-((2-oxopyrrolidin-1-yl)methyl)-3,4-dihydroisoquinoline-2(1H)-carboxylate